galactose pelargonate C(CCCCCCCC)(=O)O.O=C[C@H](O)[C@@H](O)[C@@H](O)[C@H](O)CO